tert-Butyl 3-(5-(oxetan-3-ylmethoxy)-7-(thiazol-2-yl)benzo[d]oxazol-2-yl)-3,8-diazabicyclo[3.2.1]octane-8-carboxylate O1CC(C1)COC=1C=C(C2=C(N=C(O2)N2CC3CCC(C2)N3C(=O)OC(C)(C)C)C1)C=1SC=CN1